N-cyclopropyl-5-{1-[2,6-dichloro-4-(1,1,1,2,3,3,3-heptafluoropropan-2-yl)phenyl]-1H-pyrazol-4-yl}thiophene-3-carboxamide C1(CC1)NC(=O)C1=CSC(=C1)C=1C=NN(C1)C1=C(C=C(C=C1Cl)C(C(F)(F)F)(C(F)(F)F)F)Cl